Ethyl (2-fluoro-5-(5-methylfuran-2-yl)phenyl)glycinate FC1=C(C=C(C=C1)C=1OC(=CC1)C)NCC(=O)OCC